9,11-heptadecadienol C(CCCCCCCC=CC=CCCCCC)O